O1C(=CC=C1)C1=NN2C(N=C(N=C2N)N2CC(CCC2)CN2CCN(CC2)C2=CC=C(C=C2)S(=O)(=O)C(C)C)=N1 2-(furan-2-yl)-5-(3-((4-(4-(isopropylsulfonyl)phenyl)piperazin-1-yl)methyl)piperidin-1-yl)-[1,2,4]triazolo[1,5-a][1,3,5]triazine-7-amine